P(=O)(OC[C@@H]1O[C@H](CC1)N1C(NC(C=C1)=O)=O)(OCCCCO)O.[Co] cobalt ((2R,3S,5R)-5-(2,4-dioxopyrimidin-1(2H)-yl)-tetrahydrofuran-2-yl)-methyl 4-hydroxybutyl hydrogen phosphate